N-[1-[4-(bromomethyl)phenyl]-3-carbamoyl-pyrazol-4-yl]-2-[2-(2,2,2-trifluoroethylamino)-4-pyridyl]oxazole-4-carboxamide BrCC1=CC=C(C=C1)N1N=C(C(=C1)NC(=O)C=1N=C(OC1)C1=CC(=NC=C1)NCC(F)(F)F)C(N)=O